4-(((1-(1-(2-(3-cyclopropyl-1-methyl-1H-pyrazol-5-yl)acetyl)piperidin-4-yl)-1H-pyrazol-4-yl)methyl)amino)-2-(2,6-dioxopiperidin-3-yl)isoindoline-1,3-dione C1(CC1)C1=NN(C(=C1)CC(=O)N1CCC(CC1)N1N=CC(=C1)CNC1=C2C(N(C(C2=CC=C1)=O)C1C(NC(CC1)=O)=O)=O)C